C(C)(C)(C)N1N=CC(=C1)C1=C(C=C(C=C1)NC(CC1=C(C=CC=C1)F)=O)S(N)(=O)=O N-[4-(1-tert-butyl-1H-pyrazol-4-yl)-3-sulfamoylphenyl]-2-(2-fluorophenyl)acetamide